O1CCC12CN(C2)CC2=CC(=C1CN(C(C1=C2)=O)C2=CC(=CC=C2)C2(COC2)[C@H](C2=NN=CN2C)F)C(F)(F)F (R)-6-(1-oxa-6-azaspiro[3.3]heptan-6-ylmethyl)-2-(3-(3-(fluoro(4-methyl-4H-1,2,4-triazol-3-yl)methyl)oxetan-3-yl)phenyl)-4-(trifluoromethyl)isoindolin-1-one